6-tert-butyl-9-(2-chloropyrimidin-5-yl)-10-methoxy-2-oxo-6,7-dihydro-2H-pyrido[2,1-a]isoquinoline-3-carboxylic acid C(C)(C)(C)C1N2C(C3=CC(=C(C=C3C1)C=1C=NC(=NC1)Cl)OC)=CC(C(=C2)C(=O)O)=O